(2S,5R)-5-[[2-(4-chlorophenoxy)acetyl]amino]-N-[[3-(trifluoromethyl)phenyl]methyl]tetrahydropyran-2-carboxamide ClC1=CC=C(OCC(=O)N[C@@H]2CC[C@H](OC2)C(=O)NCC2=CC(=CC=C2)C(F)(F)F)C=C1